FC(C(=O)[O-])(F)F.C(CCCCCCCC)(=O)OCC(CC(=O)OC[C@H]1[NH2+][C@H](C1)COC(CC(COC(CCCCCCCC)=O)COC(CCCCCCCC)=O)=O)COC(CCCCCCCC)=O (2S,4R)-2,4-bis(((4-(nonanoyloxy)-3-((nonanoyloxy)methyl)butanoyl)oxy)methyl)azetidin-1-ium trifluoroacetate